C(C)(C)(C)OC(=O)N1CCC(CC1)N 1-t-butoxycarbonyl-4-aminopiperidine